NC1CC2(CC(C2)C2(CC=C(N=C2C)N(CC(F)(F)F)C)N)C1 5-(6-aminospiro[3.3]heptan-2-yl)-N2,6-dimethyl-N2-(2,2,2-trifluoroethyl)pyridine-2,5-diamine